(S)-2-(2-(2-chlorophenyl)-4-(pyridin-2-yl)piperazin-1-yl)-5-hydroxy-N-(isoxazol-4-yl)-1-methyl-6-oxo-1,6-dihydropyrimidine-4-carboxamide ClC1=C(C=CC=C1)[C@@H]1N(CCN(C1)C1=NC=CC=C1)C=1N(C(C(=C(N1)C(=O)NC=1C=NOC1)O)=O)C